ethyl 3-(2-methoxyphenyl)-1,2,3-triazole-4-carboxylate COC1=C(C=CC=C1)N1N=NC=C1C(=O)OCC